Ethyl 4-(tributylstannyl)-2H-chromene-3-carboxylate C(CCC)[Sn](C1=C(COC2=CC=CC=C12)C(=O)OCC)(CCCC)CCCC